FC1(C[C@@H](N(C1)C(=O)C=1N=C(SC1C=1C=NC(=CC1C(F)F)N[C@H](C(F)(F)F)CC)C(=O)NCC(C)(C)O)C)F 4-((S)-4,4-difluoro-2-methylpyrrolidine-1-carbonyl)-5-(4-(difluoromethyl)-6-(((S)-1,1,1-trisFluorobut-2-yl)amino)pyridin-3-yl)-N-(2-hydroxy-2-methylpropyl)thiazole-2-carboxamide